{4-[5-chloro-2-(4-chloro-1H-1,2,3-triazol-1-yl)phenyl]-5-methoxy-2-oxopyridin-1(2H)-yl}-N-[2-(2-hydroxyethyl)-2H-indazol-5-yl]butanamide ClC=1C=CC(=C(C1)C1=CC(N(C=C1OC)C(C(=O)NC1=CC2=CN(N=C2C=C1)CCO)CC)=O)N1N=NC(=C1)Cl